CC1SC(NC(S1)C)C 2,4,6-trimethyl-5,6-dihydro-4H-1,3,5-dithiazine